NC1C(CCCC1)C(=O)NCCN(C)C 2-amino-N-(2-dimethylaminoethyl)cyclohexylcarboxamide